3-ethyl-2-oxo-N-(5-((5-(trifluoromethyl)pyridin-2-yl)oxy)-2,3-dihydrobenzofuran-7-yl)imidazolidine-4-carboxamide C(C)N1C(NCC1C(=O)NC1=CC(=CC=2CCOC21)OC2=NC=C(C=C2)C(F)(F)F)=O